tert-butyl 12-[2-(2,5-dioxopyrrol-1-yl)ethylamino]-12-oxo-dodecanoate O=C1N(C(C=C1)=O)CCNC(CCCCCCCCCCC(=O)OC(C)(C)C)=O